COC(=O)C1=C(NC2=CC=CC=C12)C 2-methyl-3-indolecarboxylic acid methyl ester